C(#C)C1=CC=C(C=C1)C=1C2=CC=C(N2)C(=C2C=CC(C(=C3C=CC(=C(C=4C=CC1N4)C4=C(C(=C(C(=C4F)F)F)F)F)N3)C3=CC=C(C=C3)C#C)=N2)C2=C(C(=C(C(=C2F)F)F)F)F 5,15-bis(4-ethynylphenyl)-10,20-bis(pentafluorophenyl)porphyrin